CN[C@@H]([C@H](O)C)C(=O)O methyl-L-threonine